methacryloylpropyl-methyldimethoxysilane C(C(=C)C)(=O)CO[Si](OC)(C)CCC